(R)-N-(3-(1-(4-Methyl-4H-1,2,4-triazol-3-yl)propan-2-yl)phenyl)pyrazolo[1,5-a]pyrimidine-5-carboxamide CN1C(=NN=C1)C[C@@H](C)C=1C=C(C=CC1)NC(=O)C1=NC=2N(C=C1)N=CC2